7-[1-(2-ethoxy-2-oxo-ethyl)pyrazol-4-yl]-2,7-diazaspiro[3.5]nonane-2-carboxylic acid tert-butyl ester C(C)(C)(C)OC(=O)N1CC2(C1)CCN(CC2)C=2C=NN(C2)CC(=O)OCC